FC1=C(C(=CC(=C1)OC)F)[C@H]1[C@@H](C(NC1)=O)NC(=O)NC1=NC=CC=C1 |o1:10,11| (-)-1-[(3S*,4R*)-4-(2,6-difluoro-4-methoxy-phenyl)-2-oxo-pyrrolidin-3-yl]-3-(pyridin-2-yl)urea